1-benzyl-5-Chloro-4-(2-((1-((5-cyanopyridin-2-yl)oxy)propan-2-yl)amino)ethyl)-1H-pyrazole-3-carboxylic acid ethyl ester C(C)OC(=O)C1=NN(C(=C1CCNC(COC1=NC=C(C=C1)C#N)C)Cl)CC1=CC=CC=C1